(E)-3-(2-(4-((4-(difluoromethoxy)phenyl)sulfonamido)piperidin-1-yl)phenyl)-N-hydroxyacrylamide FC(OC1=CC=C(C=C1)S(=O)(=O)NC1CCN(CC1)C1=C(C=CC=C1)/C=C/C(=O)NO)F